N1CC(C1)=CC=1C=C(C(=NC1)C1=C(CCCC2=C1C=CC(=C2)C(=O)OC)C2CCC(CC2)(C)C)F methyl 9-(5-(azetidin-3-ylidenemethyl)-3-fluoropyridin-2-yl)-8-(4,4-dimethylcyclohexyl)-6,7-dihydro-5H-benzo[7]annulene-3-carboxylate